C1(CC1)C1C=2C3=C(N(N=C3CCN1S(=O)(=O)C1CC1)C1=NNC=C1)N=C(C2)N2[C@@H](COCC2)C (3R)-4-(6-cyclopropyl-7-(cyclopropylsulfonyl)-2-(1H-pyrazol-3-yl)-6,7,8,9-tetrahydro-2H-1,2,3,7-tetraazabenzo[cd]-azulen-4-yl)-3-methylmorpholine